6-(4-(((((1R,2S,5R)-2-carbamoyl-7-oxo-1,6-diazabicyclo[3.2.1]octan-6-yl)oxy)sulfonyl)oxy)-3,3-dimethylbutoxy)-6-oxohexanoic acid C(N)(=O)[C@H]1N2C(N([C@H](CC1)C2)OS(=O)(=O)OCC(CCOC(CCCCC(=O)O)=O)(C)C)=O